C1CCC2=C(C=CC=C12)C1=C(C=C2C(=N1)C(=NN2)C=2C=NN(C2)CCO)OC 2-(4-(5-(2,3-dihydro-1H-inden-4-yl)-6-methoxy-1H-pyrazolo[4,3-b]pyridin-3-yl)-1H-pyrazol-1-yl)ethan-1-ol